CCCCC1=CC2=C(C=C1)N=CC=C2 butylquinoline